NC=1C=CC=C2C=CNC12 7-Aminoindole